(1s,4s)-4-(3-chloroanilino)-2'-{[(2E)-3-(3-methylpyridin-4-yl)prop-2-en-1-yl]oxy}-2',3'-dihydrospiro[cyclohexane-1,1'-indene]-4-carboxylic acid ClC=1C=C(NC2(CCC3(C(CC4=CC=CC=C34)OC\C=C\C3=C(C=NC=C3)C)CC2)C(=O)O)C=CC1